4-(4-((2,2-difluoroethyl)(6-fluoro-[1,2,4]triazolo[4,3-a]quinazolin-5-yl)amino)pyridin-2-yl)-2-methylbut-3-yn-2-ol FC(CN(C1=CC(=NC=C1)C#CC(C)(O)C)C1=NC=2N(C3=CC=CC(=C13)F)C=NN2)F